(S)-3-(6-(3-hydroxypyrrolidin-1-yl)-2-(pyridin-3-yl)pyrimidin-4-yl)pyridin-2-ol O[C@@H]1CN(CC1)C1=CC(=NC(=N1)C=1C=NC=CC1)C=1C(=NC=CC1)O